2-ethylhexyl ether sulfate sodium salt [Na+].S(=O)(=O)([O-])[O-].C(C)C(COCC(CCCC)CC)CCCC.[Na+]